5-(3-(5-fluoro-2-methoxypyridin-3-yl)morpholinyl)-N-(4-(piperazin-1-yl)phenyl)pyrazolo[1,5-a]pyrimidine-3-carboxamide FC=1C=C(C(=NC1)OC)C1N(CCOC1)C1=NC=2N(C=C1)N=CC2C(=O)NC2=CC=C(C=C2)N2CCNCC2